Cl.C1(CC1)C=1SC(=CC1N)C(C)C 2-cyclopropyl-5-(propan-2-yl)thiophen-3-amine hydrochloride